NC=1C=CC2=C(OCCN2C(CO)(C)C)C1 2-(7-amino-2,3-dihydro-4H-benzo[b][1,4]oxazin-4-yl)-2-methylpropan-1-ol